(1aR,7bS)-5-[2-(4-dimethylamino-butylamino)benzenesulfonylamino]-1,1a,2,7b-tetrahydrocyclopropa[c]chromene-4-carboxylic acid CN(CCCCNC1=C(C=CC=C1)S(=O)(=O)NC1=CC=C2[C@@H]3[C@H](COC2=C1C(=O)O)C3)C